3-((5-piperazin-1-yl-pyrid-2-yl)amino)piperidine-2,6-dione N1(CCNCC1)C=1C=CC(=NC1)NC1C(NC(CC1)=O)=O